CCOC(=O)CCC(=O)OCCC(C)C The molecule is a dieter obtained by the forma condensation of the two carboxy groups of succinic acid with ethanol and 3-methylbutanol respectively. It has a role as a metabolite. It is a diester, a member of dicarboxylic acids and O-substituted derivatives and a succinate ester. It derives from a succinic acid.